2-ethyl-3,5-dimethyl-4-methoxyphenol C(C)C1=C(C=C(C(=C1C)OC)C)O